C12CC(CC(CC1)N2)NC=2SC1=C(N2)SC=N1 5-[(3-exo)-8-azabicyclo[3.2.1]oct-3-ylamino][1,3]thiazolo[5,4-d][1,3]thiazol